BrCCC1=CC=C(C=C1)C1=CC=CC=C1 4-(2-bromoethyl)-1,1'-biphenyl